FC1=C(C(=C(C(=C1[Si](OP1=NP=NP=N1)(C1=CC=CC=C1)C1=CC=CC=C1)F)F)F)F pentafluoro-triphenyl-siloxycyclotriphosphazene